C(C)(C)(C)C1(N(OC(=N1)C1NCCNC1)C(C)(C)C)C1=CC=CC=C1 di-tert-butyl-3-phenyl-5-piperazin-2-yl-1,2,4-oxadiazole